NC1=NC(=C(C=C1C=1C=C2CCNC(C2=CC1)=O)C1=CC=C(C=C1)[C@]12CN(C[C@@H]2C1)CCOC)F 6-(2-amino-6-fluoro-5-(4-((1S,5R)-3-(2-methoxyethyl)-3-azabicyclo[3.1.0]hexan-1-yl)phenyl)pyridin-3-yl)-3,4-dihydroisoquinolin-1(2H)-one